4,4'-Methylenbis(6-tert-butyl-2-methylphenol) C(C1=CC(=C(C(=C1)C(C)(C)C)O)C)C1=CC(=C(C(=C1)C(C)(C)C)O)C